CN1C(CCC1)C1=CC=C(C=C1)N1N=C(C=C1)NC(=O)N[C@H]1CCOC2=C(C=CC=C12)Cl 1-[1-[4-(1-methylpyrrolidin-2-yl)phenyl]pyrazol-3-yl]-3-[(4S)-8-chlorochroman-4-yl]urea